COC([C@H]([C@H](CC)C)N1C([C@@H](CC1)NC(=O)OC(C)(C)C)=O)=O.COC1=NC=CN=C1C(CC)C 2-methoxy-3-(1-methylpropyl)pyrazine Methyl-(2S,3S)-2-{(3R)-3-[(tert-butoxycarbonyl)amino]-2-oxopyrrolidin-1-yl}-3-methylpentanoate